FC=1C=C(COC=2C=C3N(C(N2)=O)CC2N3CCN(C2)C(=O)C2(CC2)NC(OC(C)(C)C)=O)C=CC1F tert-Butyl (1-(7-((3,4-difluorobenzyl)oxy)-9-oxo-2,3,4,9,11,11a-hexahydro-1H-pyrazino[1',2':3,4]imidazo[1,2-c]pyrimidine-2-carbonyl)cyclopropyl)carbamate